C(C)C1=NC=2C(=CC(=CC2C=2N1C=CN2)C)C(C)N[S@](=O)C(C)(C)C (R)-N-(1-{5-ethyl-9-methylimidazo[1,2-c]quinazolin-7-yl}ethyl)-2-methylpropane-2-sulfinamide